2-((3S,4S)-4-amino-3-methyl-2-oxa-8-azaspiro[4.5]Decan-8-yl)-5-(2,3-dichlorophenyl)-6-methylpyrimidine-4-carboxamide N[C@@H]1[C@@H](OCC12CCN(CC2)C2=NC(=C(C(=N2)C(=O)N)C2=C(C(=CC=C2)Cl)Cl)C)C